ClC1=CC=2N(C=C1)C=NC2CC(=O)NC2=CC(=NC=N2)NCC=2N=C1N(C=C(C=C1CC(C(=O)OCC)(C)C)C1CC1)C2 Ethyl 3-(2-(((6-(2-(7-chloroimidazo[1,5-a]pyridin-1-yl) acetamido) pyrimidin-4-yl) amino) methyl)-6-cyclopropylimidazo[1,2-a]pyridin-8-yl)-2,2-dimethylpropionate